3-amino-7-butyl-5-((1s,4s)-4-((3,5,5-trimethyl-2,4-dioxoimidazolidin-1-yl)methyl)cyclohexyl)isothiazolo[3,4-d]pyrimidine-4,6(5H,7H)-dione NC=1SN=C2N(C(N(C(C21)=O)C2CCC(CC2)CN2C(N(C(C2(C)C)=O)C)=O)=O)CCCC